CC1=CC=C(C=C1)S(=O)(=O)OCCOCCNC(=O)OC(C(F)(F)F)(C)C 2-[2-[(2,2,2-trifluoro-1,1-dimethyl-ethoxy)carbonylamino]ethoxy]ethyl 4-methylbenzenesulfonate